BrC1=CC(=C(C(=O)O)C(=C1)C)F 4-bromo-2-fluoro-6-methylbenzoic acid